1,2,4-triazolethiol N1N=C(N=C1)S